2-((3S,4R)-3,4-dihydroxypyrrolidin-1-yl)-4,6-bis(trifluoromethyl)phenyl (4-fluorophenyl)(methyl-d3)carbamate FC1=CC=C(C=C1)N(C(OC1=C(C=C(C=C1C(F)(F)F)C(F)(F)F)N1C[C@@H]([C@@H](C1)O)O)=O)C([2H])([2H])[2H]